(1R,2S,5S)-3-(5H-[1,3]dioxolo[4,5-f]indole-6-carbonyl)-N-[(1S)-1-formyl-2-[(3S)-2-oxopyrrolidin-3-yl]ethyl]-6,6-dimethyl-3-azabicyclo[3.1.0]hexane-2-carboxamide O1COC=2C1=CC=1C=C(NC1C2)C(=O)N2[C@@H]([C@H]1C([C@H]1C2)(C)C)C(=O)N[C@@H](C[C@H]2C(NCC2)=O)C=O